5-chloro-2,4-difluoro-N-(pyridazin-3-yl)-N-((2-(trimethylsilyl)ethoxy)methyl)benzenesulfonamide ClC=1C(=CC(=C(C1)S(=O)(=O)N(COCC[Si](C)(C)C)C=1N=NC=CC1)F)F